5,6-dihydro-4H-benzothiazole S1CN=C2C1=CCCC2